2-cyclopropylacrolein C1(CC1)C(C=O)=C